1-(5-fluoropentyl)-N-(2-phenylpropan-2-yl)-1H-indazole-3-carboxamide FCCCCCN1N=C(C2=CC=CC=C12)C(=O)NC(C)(C)C1=CC=CC=C1